ClC=1C(=C(N[C@H](C(=O)N2[C@H]3CC([C@@H]([C@H]2C(=O)N[C@H](C[C@H]2C(NCCC2)=O)C#N)CC3)(F)F)C)C=CC1)C (1R,3S,4R)-2-[(2S)-2-(3-chloro-2-methyl-anilino)propanoyl]-N-[(1R)-1-cyano-2-[(3S)-2-oxo-3-piperidyl]ethyl]-5,5-difluoro-2-azabicyclo[2.2.2]octane-3-carboxamide